C(C)(C)(C)C1=CC=C(C=C1)C(C)=O 4'-tert-butyl-acetophenone